CC1=C(N(C=2N=C(N=C(C21)OCC)N)C2CCCC2)C(=O)OC2C(OOC(C2)C2=CC=CC=C2)(C)OC (3-methoxy-3-methyl-6-phenyl-1,2-dioxan-4-yl) methyl-2-amino-7-cyclopentyl-4-ethoxy-7H-pyrrolo[2,3-d]pyrimidine-6-carboxylate